ClC1=CC(=C(CN2CCCC23CCN(CC3)C(=O)N3N=C(C=C3)NS(=O)(=O)C)C=C1)N1CCC(CC1)F N-(1-(1-(4-Chloro-2-(4-fluoropiperidin-1-yl)benzyl)-1,8-diazaspiro[4.5]decane-8-carbonyl)-1H-pyrazol-3-yl)methanesulfonamide